((((((1R,2S,5R)-2-carbamoyl-7-oxo-1,6-diazabicyclo[3.2.1]octan-6-yl) oxy) sulfonyl) oxy) methyl)-2-methylpropane-1,3-diyl dibenzoate C(C1=CC=CC=C1)(=O)OC(C(COC(C1=CC=CC=C1)=O)C)COS(=O)(=O)ON1[C@@H]2CC[C@H](N(C1=O)C2)C(N)=O